C(C(C)C)C1=CC=C(C=C1)C1=CN=C(S1)C1=CC=C(CN2CC(C2)C(=O)O)C=C1 1-(4-(5-(4-isobutylphenyl)thiazol-2-yl)benzyl)azetidine-3-carboxylic acid